C1OCCN2[C@@H]1CN(CC2)C=2C=C(C1=C(C2C)OC(C=2CNCCC21)=O)C (R)-8-(hexahydropyrazino[2,1-c][1,4]oxazin-8(1H)-yl)-7,10-dimethyl-1,2,3,4-tetrahydro-5H-chromeno[3,4-c]pyridin-5-one